C[Si](OCCN)(C(C)(C)C)C 2-{[dimethyl-(2-methylpropan-2-yl)silyl]oxy}ethan-1-amine